Dimethyl 2-fluoromalonate FC(C(=O)OC)C(=O)OC